Cl.COC([C@@H](CCO)N)=O (R)-2-amino-4-hydroxybutyric acid methyl ester hydrochloride